FC1=CC2=C(B(OC2)NCCNB2OCC3=C2C=CC(=C3)F)C=C1 N1,N2-bis(5-fluorobenzo[c][1,2]oxaborol-1(3H)-yl)ethane-1,2-diamine